FC1=C(CN2C=NC(=C2)NC(C(C)N2CC(C(CC2)(F)F)C2=CC=[N+](C=C2)[O-])=O)C=CC(=C1)F 4-(1-(1-((1-(2,4-difluorobenzyl)-1H-imidazol-4-yl)amino)-1-oxopropan-2-yl)-4,4-difluoropiperidin-3-yl)pyridine 1-oxide